NC1=NC(=CC(=N1)N1CCC2(C[C@H](NC2)C(=O)O)CC1)O[C@@H](C(F)(F)F)C1=CC=C(C=C1)C=1C=C2CCC(NC2=CC1)=O (S)-8-(2-amino-6-((R)-2,2,2-trifluoro-1-(4-(2-oxo-1,2,3,4-tetrahydroquinolin-6-yl)phenyl)ethoxy)pyrimidin-4-yl)-2,8-diazaspiro[4.5]decane-3-carboxylic acid